5-bromo-2-fluoro-4-methylthiazole BrC1=C(N=C(S1)F)C